ClC1=C(C=CC=C1)N(C(CN(CC=1NC(C2=C(N1)C=C(S2)C)=O)C)=O)C N-(2-chlorophenyl)-N-methyl-2-(methyl((6-methyl-4-oxo-3,4-dihydrothieno[3,2-d]pyrimidin-2-yl)methyl)amino)acetamide